FC(C(=O)O)(F)F.ClC1=CC=C(C[C@H]2CO[C@H](CN2C2CCC(CC2)C=2N=CN(C2)C)CS(=O)(=O)C)C=C1 (2R,5S)-5-(4-chlorobenzyl)-4-(4-(1-methyl-1H-imidazol-4-yl)cyclohexyl)-2-((methylsulfonyl)methyl)-morpholine 2,2,2-trifluoroacetate